tert-butyl 3-(3-(((methylsulfonyl)oxy)methyl)bicyclo[1.1.1]pentan-1-yl)-2-oxo-1-oxa-3,8-diazaspiro[4.5]decane-8-carboxylate CS(=O)(=O)OCC12CC(C1)(C2)N2C(OC1(C2)CCN(CC1)C(=O)OC(C)(C)C)=O